C(=O)(OCC1=CC=CC=C1)N[C@@H](CCC(N)=O)C(=O)O Cbz-L-glutamine